4,4'-(oxydi-2,1-ethandiyl)dimorpholine O(CCN1CCOCC1)CCN1CCOCC1